ClC1=CC(=NC=2N1N=CC2C2CCC2)C2=NC(=NC=C2)SC 7-chloro-3-cyclobutyl-5-(2-methylsulfanylpyrimidin-4-yl)pyrazolo[1,5-a]pyrimidine